C(C)(C)(C)N[SiH](C)C t-butylaminodimethylsilane